C(C)N(CCOC1=CC=C(C=C1)NC=1N=C(C2=C(N1)C=CS2)N2N=CCC2C2=CC=CC=C2)CC N-(4-(2-(diethylamino)ethoxy)phenyl)-4-(5-phenyl-4,5-dihydro-1H-pyrazol-1-yl)thieno[3,2-d]pyrimidin-2-amine